1-benzyl 4-methyl 4-cyclopropoxypiperidine-1,4-dicarboxylate C1(CC1)OC1(CCN(CC1)C(=O)OCC1=CC=CC=C1)C(=O)OC